CC(C)C1=CC(=CC2=CC(=CC=C12)C(C)C)S(=O)(=O)O 4,7-di(prop-2-yl)naphthalene-2-sulfonic acid